N-(4-cyanobicyclo[2.2.2]oct-1-yl)-2-((4-(di-tert-butylphosphoryl)phenyl)sulphonamido)-4-(trifluoromethyl)benzamide C(#N)C12CCC(CC1)(CC2)NC(C2=C(C=C(C=C2)C(F)(F)F)NS(=O)(=O)C2=CC=C(C=C2)P(=O)(C(C)(C)C)C(C)(C)C)=O